C(C)(=O)OC1C(OC(C(C1OC(C)=O)OC(C)=O)OC1=CC=CN2C1=NC=C(C2=O)CCC)COC(C)=O 2-(acetoxymethyl)-6-(4-oxo-3-propyl-4H-pyrido[1,2-a]pyrimidin-9-yloxy)tetrahydro-2H-pyran-3,4,5-triyl triacetate